CN1N=CC(=C1C1OCC=CCC1)[N+](=O)[O-] 1-methyl-4-nitro-5-(2,3,4,7-tetrahydrooxepin-2-yl)-1H-pyrazole